NC=1C(=NON1)N1N=NC(=C1)C(=O)N/N=C/C1=C2C=CC=NC2=CC=C1 (E)-1-(4-amino-1,2,5-oxadiazol-3-yl)-N'-(quinolin-5-ylmethylene)-1H-1,2,3-triazole-4-carbohydrazide